5-chloro-6-dimethylaminocarbonyl-indoline-2,3-dione ClC=1C=C2C(C(NC2=CC1C(=O)N(C)C)=O)=O